Cl.Cl.Cl.C(C)(=O)NC1=NC2=CC=C(C=C2C=C1C)C(=O)N(CC1=CC=C(C=N1)C=1CCNCC1)[C@H](C)C1=NC=CC=N1 (R)-2-acetamido-3-methyl-N-(1-(pyrimidin-2-yl)ethyl)-N-((1',2',3',6'-tetrahydro-[3,4'-bipyridin]-6-yl)methyl)quinoline-6-carboxamide trihydrochloride